OC1(C(NC(N([C@H]2CC[C@@H](CO)O2)C1O)=O)=O)C deoxy-5,6-dihydroxythymidine